acetaldehyde hydrazone C(C)=NN